m-butyl-2-tert-butyl-phenol C(CCC)C=1C(=C(C=CC1)O)C(C)(C)C